6-benzyl-9-[4-(trifluoromethyl)phenyl]-9H-carbazole-3-carboxylic acid C(C1=CC=CC=C1)C=1C=C2C=3C=C(C=CC3N(C2=CC1)C1=CC=C(C=C1)C(F)(F)F)C(=O)O